methyl-4-(3-((tert-butoxycarbonyl)amino)-4-fluoropiperidin-1-yl)-6-chloropyrido[3,2-d]pyrimidine-8-carboxylate COC(=O)C1=CC(=NC2=C1N=CN=C2N2CC(C(CC2)F)NC(=O)OC(C)(C)C)Cl